α-D-Glucopyranosyl-(1→3)-α-L-rhamnopyranosyl-(1→3)-L-rhamnose [C@H]1([C@H](O)[C@@H](O)[C@H](O)[C@H](O1)CO)O[C@H]1[C@H]([C@@H](O[C@H]([C@@H]1O)C)O[C@@H]([C@H](C=O)O)[C@@H](O)[C@@H](O)C)O